C1(CC1)C(=O)NC1=NC=C(C(=O)NC([2H])([2H])[2H])C(=C1)NC1=NN(C2=C1C(N(C=C2)CC2C(C2)(F)F)=O)C 6-(Cyclopropanecarboxamido)-4-((5-((2,2-difluorocyclopropyl)methyl)-1-methyl-4-oxo-4,5-dihydro-1H-pyrazolo[4,3-c]pyridin-3-yl)amino)-N-(methyl-d3)-nicotinamide